(Z)-3-(1-((4-(4,4-Dimethyl-1,4-azasilinan-1-yl)phenyl)amino)ethylidene)-5-(2-fluoro-6-methoxyphenyl)indolin-2-one C[Si]1(CCN(CC1)C1=CC=C(C=C1)N\C(\C)=C\1/C(NC2=CC=C(C=C12)C1=C(C=CC=C1OC)F)=O)C